naphtho[2,1-b]benzofuran-11-ylboronic acid C1=CC=CC=2C=CC=3OC4=C(C3C12)C(=CC=C4)B(O)O